C1(=CC=CC2=CC=CC=C12)C1=NC=C(C(=N1)N)N (Naphthalen-1-yl)pyrimidine-4,5-diamine